C(C)NC1=CC=C(C=C1)CN1CCC(CC1)(CCC1=CC=CC=C1)CNC N-ethyl-4-((4-((methylamino)methyl)-4-phenethylpiperidin-1-yl)methyl)aniline